pinen-2(3)-ene C1=2C(=CCC(C1(C)C)C2)C